FC(=CCSC1=CC=CC=C1)F (3,3-difluoroallyl)(phenyl)sulfane